1-[(1,5-dimethyl-1H-pyrazol-4-yl)(oxan-4-yl)sulfamoyl]-3-(1,2,3,5,6,7-hexahydro-s-indacen-4-yl)urea Sodium Salt [Na].CN1N=CC(=C1C)N(S(=O)(=O)NC(=O)NC1=C2CCCC2=CC=2CCCC12)C1CCOCC1